7-(1-cyclopropylethyl)-3-methylbenzofuran C1(CC1)C(C)C1=CC=CC=2C(=COC21)C